2-(((Z)-3-((5-(tert-butyl)-1H-imidazol-4-yl)methylene)-6-((Z)-2,5-difluorobenzylidene)-2,5-dioxopiperazin-1-yl)methyl)acrylic acid C(C)(C)(C)C1=C(N=CN1)\C=C/1\C(N(\C(\C(N1)=O)=C/C1=C(C=CC(=C1)F)F)CC(C(=O)O)=C)=O